6-acetoxy-2-oxo-3,4-dihydroquinoline-1(2H)-carboxylic acid tert-butyl ester C(C)(C)(C)OC(=O)N1C(CCC2=CC(=CC=C12)OC(C)=O)=O